C(=O)(O)C1=CC=C(C=C1)S(=O)(=O)O p-carboxybenzenesulfonic acid